Cl.O1N=C(C2=C1C=CC=C2)C2=C(C=CC=C2)[C@H](CC2=NC(=CC=C2)C#N)N (S)-1-[2-(Benzo[d]isoxazol-3-yl)phenyl]-2-(6-cyanopyridine-2-yl)ethan-1-amine hydrochloride